1,3-di-sec-butyl-4-hydroxy-5-ethyl-pyrazole C(C)(CC)N1N=C(C(=C1CC)O)C(C)CC